1-Dodecanal C(CCCCCCCCCCC)=O